S1(N=CCC1)(=O)=O isothiazoline-1,1-dioxide